Cl.NC1=NC(=NC=2N1N=C(N2)C=2OC=CC2)N2C[C@@H](CCC2)CN2CCN(CC2)C2=C(OCC(=O)O)C=CC=C2 (S)-2-(2-(4-((1-(7-amino-2-(furan-2-yl)-[1,2,4]triazolo[1,5-a][1,3,5]triazin-5-yl)piperidin-3-yl)methyl)piperazin-1-yl)phenoxy)acetic acid hydrochloride